benzyl (R)-4-hydroxydodecanoate O[C@@H](CCC(=O)OCC1=CC=CC=C1)CCCCCCCC